methyl 3-{N-[(2-{[(tert-butoxy)carbonyl]amino}quinolin-7-yl)methyl]acetamido}pyridine-2-carboxylate C(C)(C)(C)OC(=O)NC1=NC2=CC(=CC=C2C=C1)CN(C(C)=O)C=1C(=NC=CC1)C(=O)OC